N-((4S,5S)-3-((S)-1-aminoethyl)-7-ethyl-4-(4-fluorophenyl)-6-oxo-1-phenyl-4,5,6,7-tetrahydro-1H-pyrazolo[3,4-b]pyridine-5-yl)-3-(trifluoromethyl)benzamide N[C@@H](C)C1=NN(C=2N(C([C@H]([C@H](C21)C2=CC=C(C=C2)F)NC(C2=CC(=CC=C2)C(F)(F)F)=O)=O)CC)C2=CC=CC=C2